C(C(C)C)C1=CC=C(COC(=O)C(CC)CC(CC)C(=O)OCC2=CC=C(C=C2)CC(C)C)C=C1 3,5-bis(4-isobutylbenzylcarboxy)heptane